FC(C)(C)C1(CC1)C(=O)N (2-fluoropropan-2-yl)cyclopropane-1-carboxamide